C(C)[C@H]1N(C[C@@H](NC1)C)C(C)C1=C(C=C(C=C1)F)C(F)(F)F (2s,5r)-5-ethyl-4-(1-(4-fluoro-2-(trifluoromethyl)phenyl)ethyl)-2-methylpiperazine